BrC1=CC=C(C=C1)N1N=C(C=C1O)C(F)(F)F (4-bromophenyl)-3-(trifluoromethyl)-1H-pyrazol-5-ol